(12-aminododecyl)dodecane-1,12-diamine NCCCCCCCCCCCCC(CCCCCCCCCCCN)N